2,4-dichloro-6-[2-(4-cyclopropyl-2,6-dimethylphenyl)hydrazinyl]-5-(1,3-dioxolan-2-yl)pyrimidine ClC1=NC(=C(C(=N1)Cl)C1OCCO1)NNC1=C(C=C(C=C1C)C1CC1)C